6-[3,5-dimethyl-1-(2-trimethylsilylethoxymethyl)pyrazol-4-yl]-5-fluoro-pyridin-3-amine CC1=NN(C(=C1C1=C(C=C(C=N1)N)F)C)COCC[Si](C)(C)C